ClC1=C(C=CC=C1)CC(=O)NC1=CC(=C2C=CN=C(C2=C1)CF)S(N)(=O)=O 2-(2-chlorophenyl)-N-(1-(fluoromethyl)-5-sulfamoylisoquinolin-7-yl)acetamide